3-(3-methylphenyl)-1-phenylurea CC=1C=C(C=CC1)NC(NC1=CC=CC=C1)=O